FC1=C(C=CC=C1)S(=O)(\C=C\C1=NC=CC=C1)=N (E)-(2-fluorophenyl)(imino)(2-(pyridin-2-yl)vinyl)-lambda6-sulfanone